4-((3-(1-(1-oxaspiro[4.4]nonan-6-yl)-1H-pyrazol-4-yl)-2-methoxyphenyl)amino)-6-(1-fluorocyclopropane-1-carboxamido)pyridazine-3-carboxamide O1CCCC12C(CCC2)N2N=CC(=C2)C=2C(=C(C=CC2)NC2=C(N=NC(=C2)NC(=O)C2(CC2)F)C(=O)N)OC